C(C)(C)(C)OC(=O)N1CC2=C(C=CC=C2CC1)N 8-amino-3,4-dihydroisoquinoline-2(1H)-carboxylic acid tert-butyl ester